N,N-diethylaminoethyl acrylate (diethylaminoethyl acrylate) C(C)N(CC)CCC(C(=O)O)=C.C(C=C)(=O)OCCN(CC)CC